C1(=CC=CC=C1)P(C1=CC=C(C=C1)C1=CC(=CC2=C1CCC=1C=CC(=NC21)C2=C(C=CC=C2)O)C2=NC=CC=C2)C2=CC=CC=C2 2-(7-(4-(diphenylphosphanyl)phenyl)-9-(pyridin-2-yl)-5,6-dihydrobenzo[h]quinolin-2-yl)phenol